2-Bromodibenzodioxin BrC1=CC2=C(OC3=C(O2)C=CC=C3)C=C1